C1(CCCCC1)P(C1=C(C=CC=C1)B(O)O)C1CCCCC1 2-(DICYCLOHEXYLPHOSPHINO)PHENYLBORONIC ACID